BrC1=CC=C(C(=N1)C(C(C)C)=O)CC(C(=O)N)(C)C (6-bromo-2-isobutyrylpyridin-3-yl)pivalamide